N-{[(9H-fluoren-9-ylmethyl)oxy]carbonyl}-L-threonine C1=CC=CC=2C3=CC=CC=C3C(C12)COC(=O)N[C@@H]([C@H](O)C)C(=O)O